ClC=1C=NC=C(C1C1=NOC(=C1C=C1CC2(C1)CCN(CC2)C=2SC1=C(N2)C(=CC(=C1)C(=O)O)F)C(F)(F)F)Cl 2-(2-((3-(3,5-dichloropyridin-4-yl)-5-(trifluoromethyl)isoxazol-4-yl)methylene)-7-azaspiro[3.5]non-7-yl)-4-fluorobenzo[d]thiazole-6-carboxylic acid